1-(pyridin-2-yl)-5-(trifluoromethyl)-1H-pyrazole-4-carboxylic acid ethyl ester C(C)OC(=O)C=1C=NN(C1C(F)(F)F)C1=NC=CC=C1